4-(2-Amino-4-(2,3-dihydrobenzo[b][1,4]dioxin-6-yl)-1H-imidazol-5-yl)pyridin-2(1H)-one NC=1NC(=C(N1)C1=CC2=C(OCCO2)C=C1)C1=CC(NC=C1)=O